C(=O)O.COC1=CC2=C(N=C(C=3CCC(NC23)C)NC(C)C)C=C1OCCCN1CCCC1 9-methoxy-2-methyl-N-(propan-2-yl)-8-[3-(pyrrolidin-1-yl)propoxy]-1H,2H,3H,4H-benzo[h]1,6-naphthyridin-5-amine formate